(E)-butenoic acid C(\C=C\C)(=O)O